Cl.ClC1=CC=C(C=C1)N(CC(=O)O)C 2-((4-chlorophenyl)(methyl)amino)acetic acid hydrochloride